2-mercapto-5-amino-tetrazole SN1N=C(N=N1)N